(1R,3S)-3-(5-{2-[3-(benzyloxy)-5-(difluoromethoxy)-2-formylphenoxy] acetamido}-1-tert-butylpyrazol-3-yl)cyclopentyl N-isopropylcarbamate C(C)(C)NC(O[C@H]1C[C@H](CC1)C1=NN(C(=C1)NC(COC1=C(C(=CC(=C1)OC(F)F)OCC1=CC=CC=C1)C=O)=O)C(C)(C)C)=O